O1C(=C(C=C1)C(=O)O)C(=O)O.C(CCCCC)(N)N hexanediamine furandiformate